(2S,4S)-N4-(5-chloro-1-methyl-1H-pyrazol-3-yl)-N2-(3-chloro-4-fluorophenyl)-N2-methyl-1-[6-methyl-4-(trifluoromethyl)pyridin-2-yl]Pyrrolidine-2,4-dicarboxamide ClC1=CC(=NN1C)NC(=O)[C@H]1C[C@H](N(C1)C1=NC(=CC(=C1)C(F)(F)F)C)C(=O)N(C)C1=CC(=C(C=C1)F)Cl